tert-butyl N-[2-[(5-bromo-3-ethylpyrazin-2-yl)oxy]ethyl]carbamate BrC=1N=C(C(=NC1)OCCNC(OC(C)(C)C)=O)CC